C[C@@]1([C@@H](O[C@@H]([C@H]1O)COC)N1C=NC=2C(N)=NC=NC12)O 2',5'-O-Dimethyladenosin